C(C)[C@@H]1N(CC2=CC(=CC(=C2C1)F)C(=O)OC)CC1CC2(C1)CCCCC2 methyl (3S)-3-ethyl-5-fluoro-2-(spiro[3.5]nonan-2-ylmethyl)-3,4-dihydro-1H-isoquinoline-7-carboxylate